tert-butyl ((1r,3r)-3-(2-oxo-2,3-dihydro-1H-benzo[d]imidazol-1-yl)cyclobutyl)carbamate O=C1NC2=C(N1C1CC(C1)NC(OC(C)(C)C)=O)C=CC=C2